(S)-3-(3-fluoro-4-methoxyphenyl)-3-(6-iodo-1-oxo-7-(2-(5,6,7,8-tetrahydro-1,8-naphthyridin-2-yl)ethyl)-3,4-dihydropyrrolo[1,2-a]pyrazin-2(1H)-yl)propionic acid FC=1C=C(C=CC1OC)[C@H](CC(=O)O)N1C(C=2N(CC1)C(=C(C2)CCC2=NC=1NCCCC1C=C2)I)=O